C(O)CN.ON1C(C=CC=C1OCCCCCCCC)=O hydroxy-6-octyloxypyridine-2(1H)-one ethanolamine salt